Isoquinoline-5-carboxylic acid ethyl ester C(C)OC(=O)C=1C=2C=CN=CC2C=CC1